4-ethyl-2-[4-(trifluoromethyl)pyridin-2-yl]-2,8-diazaspiro[4.5]decan-3-one hydrochloride Cl.C(C)C1C(N(CC12CCNCC2)C2=NC=CC(=C2)C(F)(F)F)=O